CC([C@H](N)C(=O)O)CCN β-methylornithine